NC1=CC(=C(C=C1)CO)C(F)(F)F (4-amino-2-(trifluoromethyl)phenyl)methanol